1-methyl-4-[({5-[5-(trifluoromethyl)-1,2,4-oxadiazol-3-yl]pyridin-2-yl}methyl)amino]pyridin-2(1H)-one CN1C(C=C(C=C1)NCC1=NC=C(C=C1)C1=NOC(=N1)C(F)(F)F)=O